2-[(3R)-3-(1-{1-[(1S)-1-(2,4-dichlorophenyl)ethyl]-3-ethynylpyrazolo[4,3-b]pyrazin-6-yl}azetidin-3-yl)piperidin-1-yl]ethan-1-ol ClC1=C(C=CC(=C1)Cl)[C@H](C)N1N=C(C2=NC=C(N=C21)N2CC(C2)[C@@H]2CN(CCC2)CCO)C#C